4-METHYL-2-PHENYLTHIAZOL-5-YLBORONIC ACID CC=1N=C(SC1B(O)O)C1=CC=CC=C1